(5RS)-2-[4-Fluoro-3-(trifluoromethyl)benzyl]-5-{[(3S)-3-hydroxypyrrolidin-1-yl]carbonyl}-5,6,7,8-tetrahydro[1,2,4]triazolo[4,3-a]pyridin-3(2H)-one FC1=C(C=C(CN2N=C3N([C@H](CCC3)C(=O)N3C[C@H](CC3)O)C2=O)C=C1)C(F)(F)F |&1:10|